neodymium butyl((2-ethylhexyl)phosphonate) C(CCC)C(C(CCCC)CC)P([O-])([O-])=O.[Nd+3].C(CCC)C(C(CCCC)CC)P([O-])([O-])=O.C(CCC)C(C(CCCC)CC)P([O-])([O-])=O.[Nd+3]